CC=1C(=NC(=NC1)Cl)C=1N=NN(C1)C(C)C methyl-2-chloro-4-(1-isopropyl-1H-1,2,3-triazol-4-yl)pyrimidine